Cl.Cl.FC1=CC=C(C=C1)N1CCN(CC1)CC[C@@H]1NC(C2(C1)CCN(CC2)C(CN)=O)=O (R)-3-(2-(4-(4-fluorophenyl)piperazin-1-yl)ethyl)-8-glycyl-2,8-diazaspiro[4.5]decan-1-one dihydrochloride